7-chloro-2-(difluoromethyl)-3H-imidazo[4,5-b]pyridine ClC1=C2C(=NC=C1)NC(=N2)C(F)F